CC(CCN1CCC2(CCN(CC2)S(=O)(=O)C=2C=CC(=NC2)N2C(OCC2)=O)CC1)(C)C 3-(5-((9-(3,3-Dimethylbutyl)-3,9-diazaspiro[5.5]undecan-3-yl)sulfonyl)pyridin-2-yl)oxazolidin-2-one